N-(3-(6-(((3aR,5s,6aS)-2-((tetrahydro-2H-pyran-4-yl)methyl)octahydrocyclopenta[c]pyrrol-5-yl)amino)pyridazin-3-yl)phenyl)acetamide-2,2,2-d3 O1CCC(CC1)CN1C[C@@H]2[C@H](C1)CC(C2)NC2=CC=C(N=N2)C=2C=C(C=CC2)NC(C([2H])([2H])[2H])=O